(1R,2S,5S)-5-((Imidazo[1,2-a]pyridin-8-ylmethyl)amino)-2-(((2-methoxyquinolin-6-yl)methyl)amino)cyclohexan-1-ol N=1C=CN2C1C(=CC=C2)CN[C@H]2CC[C@@H]([C@@H](C2)O)NCC=2C=C1C=CC(=NC1=CC2)OC